N[C@@H](C(C)C)CC(=O)O |r| DL-β-Leucine